O.[Na+].[Na+].P(=O)([O-])([O-])O phosphate disodium salt hydrate